5-Oxo-2-(phosphonomethyl)-5-((((4R)-4-((3R,7R,10S,12S,13R)-3,7,12-trihydroxy-10,13-dimethylhexadecahydro-1H-cyclopenta[a]phenanthren-17-yl)pentanoyl)oxy)methoxy)pentanoic acid O=C(CCC(C(=O)O)CP(=O)(O)O)OCOC(CC[C@@H](C)C1CCC2C3[C@@H](CC4C[C@@H](CC[C@@]4(C3C[C@@H]([C@]12C)O)C)O)O)=O